[Cl-].C(CCCCCCCCCCC)[N+](C)(C)CC1=CC=CC=C1 N-dodecyl-N,N-dimethyl-benzyl-ammonium chloride